COC(C1CN(C1)C1=CC2=C(N(C(N2C)=O)C2C(NC(CC2)=O)=O)C=C1)OC 3-(5-(3-(dimethoxymethyl)azetidin-1-yl)-3-methyl-2-oxo-2,3-dihydro-1H-benzo[d]imidazol-1-yl)piperidine-2,6-dione